tert-butyl (3R)-3-(3-bromo-5-chloro-phenyl)piperazine-1-carboxylate BrC=1C=C(C=C(C1)Cl)[C@@H]1CN(CCN1)C(=O)OC(C)(C)C